O5-benzyl O1-ethyl 2-ethyl-2-[6-(4-methylanilino)pyrazin-2-yl]pentanedioate C(C)C(C(=O)OCC)(CCC(=O)OCC1=CC=CC=C1)C1=NC(=CN=C1)NC1=CC=C(C=C1)C